C(C=C)(=O)NCCC[Si](O[Si](C)(C)C)(O[Si](C)(C)C)O[Si](C)(C)C 3-acrylamidopropyltris(trimethyl-siloxy)silane